N-benzyl-2-{2-[(5-cyclopropyl-4-ethyl-4H-1,2,4-triazol-3-yl)sulfanyl]acetamido}-4,5,6,7-tetrahydro-1-benzothiophene-3-carboxamide C(C1=CC=CC=C1)NC(=O)C1=C(SC2=C1CCCC2)NC(CSC2=NN=C(N2CC)C2CC2)=O